C1(=CC=CC=C1)N(C=1C2=CC=CC=C2C=2C=CC=CC2C1)C1=CC=C(C=C1)C1=CC=C(C=C1)C1=CC=C(C=C1)[Si](C1=CC=CC=C1)(C1=CC=CC=C1)C1=CC=CC=C1 N-Phenyl-N-(4''-(triphenylsilyl)-[1,1':4',1''-terphenyl]-4-yl)phenanthrene-9-amine